2-methyl-2,5-dihydro-4H-pyrazolo[4,3-c]quinolin-4-one CN1N=C2C(C(NC=3C=CC=CC23)=O)=C1